malonic acid dithioester S1SOC(CC(=O)O1)=O